N[C@@H](C(=O)N[C@H](C(=O)N[C@@H](CCCCN)C1=CC(=CC=C1)OC1=CC=CC=C1)CC1=C(C=C(C=C1C)O)C)CCCNC(=N)N (R)-2-amino-N-((S)-1-(((S)-5-amino-1-(3-phenoxyphenyl)pentyl)amino)-3-(4-hydroxy-2,6-dimethylphenyl)-1-oxopropan-2-yl)-5-guanidino-pentanamide